C(C1=CC=CC=C1)OC(=O)NCC1=NC=C(N1)C1CN(C1)C(=O)OC(C)(C)C tert-butyl 3-[2-({[(benzyloxy)carbonyl]amino}methyl)-3H-imidazol-4-yl]azetidine-1-carboxylate